Cl.COC(C([C@@H](CC1=CC=C(C=C1)F)N)O)=O (3R)-3-amino-4-(4-fluorophenyl)-2-hydroxybutyric acid methyl ester hydrochloride